C(C)OP(=O)(OCC)C(C(=O)OC(C)(C)C)C tert-butyl 2-(diethoxyphosphoryl)-propanoate